C(C1=CC=CC=C1)OC1=CC=C2C(C(OCC2=C1)CC1CCCC1)C1=CC=C(C=C1)Br 7-benzyloxy-4-(4-bromophenyl)-3-(cyclopentylmethyl)isochromane